C1(CC1)C1=C(OC2=C(C(=O)N)C=CC(=C2)C(F)(F)F)C=CC(=C1)F 2-(2-cyclopropyl-4-fluorophenoxy)-4-(trifluoromethyl)benzamide